1-bromo-4-(trifluoro-vinyloxy)benzene BrC1=CC=C(C=C1)OC(=C(F)F)F